ClC=1C(=NC=C(C1NC(C1=C(N=C(C(=C1)F)N1N=C(N(C1=O)CC)CO)O[C@H](C(F)(F)F)C)=O)C)OC (S)-N-(3-Chloro-2-methoxy-5-methylpyridin-4-yl)-6-(4-ethyl-3-(hydroxymethyl)-5-oxo-4,5-dihydro-1H-1,2,4-triazol-1-yl)-5-fluoro-2-((1,1,1-trifluoropropan-2-yl)oxy)nicotinamide